5-(4-((3,8-dioxabicyclo[3.2.1]octan-2-yl)methoxy)phenyl)-2-oxo-6-(trifluoromethyl)-1,2-dihydropyridine-3-carboxamide C12C(OCC(CC1)O2)COC2=CC=C(C=C2)C=2C=C(C(NC2C(F)(F)F)=O)C(=O)N